(2S)-1-(8-(4-methyl-3,4-dihydro-2H-benzo[b][1,4]oxazin-6-ylsulfonyl)-1-oxa-8-azaspiro[4.5]decan-3-ylamino)-3-(3-(methylsulfonyl)phenoxy)propan-2-ol CN1C2=C(OCC1)C=CC(=C2)S(=O)(=O)N2CCC1(CC(CO1)NC[C@@H](COC1=CC(=CC=C1)S(=O)(=O)C)O)CC2